C(C)(C)(C)OC(=O)N1C2CN(CC1C2)C2=NC=C(N=C2)C=2C=1N(C=C(C2)C=2C=NN(C2)C)N=CC1C#N 3-(5-(3-cyano-6-(1-methyl-1H-pyrazol-4-yl)pyrazolo[1,5-a]pyridin-4-yl)pyrazin-2-yl)-3,6-diazabicyclo[3.1.1]heptane-6-carboxylic acid tert-butyl ester